NCC1=CC=C(NCCNC(OC(C)(C)C)=O)C=C1 tert-butyl N-[2-[4-(aminomethyl)anilino]ethyl]carbamate